C1(CCCCC1)CC(=O)O[C@H]1[C@@](O[C@H]2[C@H]1O[Si](O[Si](OC2)(C(C)C)C(C)C)(C(C)C)C(C)C)(C2=CC=C1C(=NC=NN12)NC(CCCC)=O)C#N (6aR,8R,9R,9aR)-8-cyano-2,2,4,4-tetraisopropyl-8-(4-pentanamidopyrrolo[2,1-f][1,2,4]triazin-7-yl)tetrahydro-6H-furo[3,2-f][1,3,5,2,4]trioxadisilocin-9-yl 2-cyclohexylacetate